tert-butyl (2,3-dichloropyridin-4-yl)carbamate ClC1=NC=CC(=C1Cl)NC(OC(C)(C)C)=O